N-(3,6-dimethoxy-2-pyridyl)-2,2-dimethyl-propionamide COC=1C(=NC(=CC1)OC)NC(C(C)(C)C)=O